[Cl-].C(=O)(O)CCP(CCC(=O)O)CCC(=O)O tri(2-carboxyethyl)phosphine chloride